C1(CC1)C1=C(C(=O)OC)C=C(C(=C1)CN1CCC2(CC(N(C2)C2=CC=C(C=C2)C(NCCNC(=O)NCCO)=O)=O)CC1)OCC methyl 2-cyclopropyl-5-ethoxy-4-((2-(4-((2-(3-(2-hydroxyethyl)ureido)ethyl)carbamoyl)phenyl)-3-oxo-2,8-diazaspiro[4.5]decan-8-yl)methyl)benzoate